[Na+].S(=O)(=O)([O-])CCOC(CCCCCCC\C=C/CCCCCCCC)=O (Z)-9-octadecenoic acid-2-sulfoethyl ester sodium salt